FC=1C(=NC(=NC1)NC=1C=C(C=CC1)S(=O)(=O)N)C1=C(N=C(S1)NC)C 3-(5-fluoro-4-(4-methyl-2-(methylamino)thiazol-5-yl)pyrimidin-2-ylamino)-benzenesulfonamide